COC[C@H](C)N1C(=CC2=C1N=CN=C2)C#N 7-((S)-1-methoxypropan-2-yl)-7H-pyrrolo[2,3-d]pyrimidine-6-carbonitrile